C(CCCCCCCCCCCCCCCCC)C(C(=O)O)CC1=CC(=C(C(=C1)C(C)(C)C)O)C(C)(C)C.C(CC)(=O)O propionate (octadecyl-3-(3,5-di-tert-butyl-4-hydroxyphenyl) propionate)